N1(C=NC=C1)C1=NC(=CC=C1)N1C=NC=C1 2,6-bis-(1-imidazolyl)pyridine